Formic acid (2-diethylaminoethyl) amide C(C)N(CCNC=O)CC